copper-chromium carbonate C([O-])([O-])=O.[Cr+3].[Cu+2]